Cl.C[C@H]1O[C@H](CN(C1)C1=CC=C(C=2N=CC=NC12)C#N)CN1CCN(CC1)C 8-((2R,6S)-2-methyl-6-((4-methylpiperazin-1-yl)methyl)morpholino)quinoxaline-5-carbonitrile hydrochloride